(S)-4-ethyl-3,14-dioxo-3,4,12,14-tetrahydro-1H-pyrano[3',4':6,7]indolizino[1,2-b]quinolin-4-yl glycinate NCC(=O)O[C@@]1(C(OCC=2C(N3CC=4C(=NC=5C=CC=CC5C4)C3=CC21)=O)=O)CC